C(=CCC)C1=CC=C(CCl)C=C1 4-butenyl-benzyl chloride